2-((4-methoxyphenyl)amino)-N-(4-phenylpyridin-3-yl)pyrimidine-4-carboxamide COC1=CC=C(C=C1)NC1=NC=CC(=N1)C(=O)NC=1C=NC=CC1C1=CC=CC=C1